4,5-bis(isocyanatomethyl)-2-methyl-1,3-dithiolane N(=C=O)CC1SC(SC1CN=C=O)C